CC1=C(C(=CC=C1)C(F)(F)F)COC=1C=NC(=NC1)N1N=CC(=N1)CO [2-(5-{[2-methyl-6-(trifluoromethyl)phenyl]methoxy}pyrimidin-2-yl)-1,2,3-triazol-4-yl]methanol